FC=1C(=CC2=C(N(C=N2)COCC[Si](C)(C)C)C1)NC=1N=NC=CC1 6-fluoro-N-pyridazin-3-yl-1-(2-trimethylsilylethoxymethyl)benzimidazol-5-amine